CON(C(CCC1CN(CCO1)C(=O)OC(C)(C)C)=O)C tert-butyl 2-(3-(methoxy(methyl)amino)-3-oxopropyl)morpholine-4-carboxylate